2,4-dimethyl-1,7-diaminoheptane CC(CN)CC(CCCN)C